C(#N)C(C)(C)C=1C=C(C(=O)NC2=CC(=C(C=C2)C)C=2C=NC3=CC(=NC=C3C2)NC)C=CN1 2-(2-cyanoprop-2-yl)-N-(4-methyl-3-(7-(methylamino)-1,6-naphthyridin-3-yl)phenyl)isonicotinamide